C(C)(C)(C)[Si](O[C@@H](C(=O)OC)C)(C)C methyl (2R)-2-[(tertbutyldimethylsilyl)oxy]propanoate